FC=1C=C(C=C(C1)F)CC(=O)NC1=NC=CC(=C1)NC(CC1=C(C=CC=C1)OC(F)(F)F)=O (3,5-difluorophenyl)-N-(4-{2-[2-(trifluoromethoxy)phenyl]acetylamino}pyridin-2-yl)acetamide